(((((2,2'-dimethyl-[1,1'-biphenyl]-3,3'-diyl)bis(azanediyl))bis(carbonyl))bis(4-methoxypyridine-6,3-diyl))bis(methylene))bis(azanediyl)bis(4-hydroxybutanoic acid) CC1=C(C=CC=C1NC(=O)C1=CC(=C(C=N1)CNC(C(=O)O)CCO)OC)C1=C(C(=CC=C1)NC(=O)C1=CC(=C(C=N1)CNC(C(=O)O)CCO)OC)C